BrC=1C=CC(=NC1)S(=O)(=O)C 5-bromo-2-(methanesulfonyl)pyridine